4-((2-cyanophenyl)thio)-6-(1H-pyrazol-4-yl)pyrazolo[1,5-a]pyridine-3-carbonitrile C(#N)C1=C(C=CC=C1)SC=1C=2N(C=C(C1)C=1C=NNC1)N=CC2C#N